tert-Butyl (4-(4-amino-7-(6,7-dihydro-4H-pyrazolo[5,1-c][1,4]oxazin-2-yl)pyrrolo[2,1-f][1,2,4]triazin-5-yl)-2-methoxyphenyl)carbamate NC1=NC=NN2C1=C(C=C2C2=NN1C(COCC1)=C2)C2=CC(=C(C=C2)NC(OC(C)(C)C)=O)OC